C(C)(C)(C)OC(C(=O)C1=CN=C(C2=CC=CC=C12)OC)=O 2-(1-Methoxyisoquinolin-4-yl)-2-oxoacetic acid tert-butyl ester